benzyl ((1R,5S,7R)-2-oxabicyclo[3.2.0]heptan-7-yl)carbamate [C@H]12OCC[C@@H]2C[C@H]1NC(OCC1=CC=CC=C1)=O